tetramethylammonium bromite Br(=O)[O-].C[N+](C)(C)C